4,6-Dichloro-N-(3-(methylthio)propyl)nicotinamide ClC1=CC(=NC=C1C(=O)NCCCSC)Cl